C(C1=CC=CC=C1)(=O)N1CCC2(C(N3C(O2)CC[C@H]3C(=O)OC)=O)CC1 methyl (5'S)-1-benzoyl-3'-oxotetrahydro-3'H-spiro[piperidine-4,2'-pyrrolo[2,1-b]oxazole]-5'-carboxylate